[trans-4-(8-Chloro-5-methoxy-5,6-dihydro-4H-[1,2,4]triazolo[4,3-a][1]benzazepin-1-yl)cyclohexyl](4-methylpiperazin-1-yl)methanon ClC=1C=CC2=C(CC(CC=3N2C(=NN3)[C@@H]3CC[C@H](CC3)C(=O)N3CCN(CC3)C)OC)C1